BrC=1C=C2C(=CC1)C(N(CC21CC1)CC(=O)NC1=NC=C(C=N1)I)=O 2-(6-bromo-1-oxospiro[3H-isoquinoline-4,1'-cyclopropan]-2-yl)-N-(5-iodopyrimidin-2-yl)acetamide